(2S,4S)-4-cyclopentyl-1-((4-phenoxybenzoyl)glycyl)pyrrolidine-2-carboxylic acid benzyl ester C(C1=CC=CC=C1)OC(=O)[C@H]1N(C[C@@H](C1)C1CCCC1)C(CNC(C1=CC=C(C=C1)OC1=CC=CC=C1)=O)=O